C[N+](C)(C)CCOP(=O)([O-])OC[C@@H](COCCCCCCC1CCC2C(C1)C3C2C4C3CC4)OCCCCCCCCC5CCC6C(C5)C7C6C8C7CC8 The molecule is a 1,2-dialkyl-sn-glycero-3-phosphocholine in which the 1- and 2- alkyl groups are specified as [3]-ladderanehexanyl and [3]-ladderaneoctanyl respectively. It has a role as a human xenobiotic metabolite.